C1(CC1)C1=NC=C(C=N1)N1C=C(C=2C1=NC=C(C2)C=2C(=NOC2C)C)C2=C(C=C(C(=O)O)C=C2)OCC(F)F 4-(1-(2-cyclopropylpyrimidin-5-yl)-5-(3,5-dimethylisoxazol-4-yl)-1H-pyrrolo[2,3-b]pyridin-3-yl)-3-(2,2-difluoroethoxy)benzoic acid